COC1=CC=C(C=C1)N1C([C@@H]([C@@H]1C=C(C)C)O[Si](C(C)C)(C(C)C)C(C)C)=O (3R,4S)-1-(4-methoxyphenyl)-4-(2-methylpropan-1-en-1-yl)-3-((triisopropylsilyl)oxy)azetidin-2-one